CC1(CC(=NO1)C1([C@H]2CN(C[C@@H]12)C(=O)C=1N=CN(C1)C(C)C)C)C [(1R,5S,6r)-6-(5,5-dimethyl-4,5-dihydro-1,2-oxazol-3-yl)-6-methyl-3-azabicyclo[3.1.0]hex-3-yl](1-isopropyl-1H-imidazol-4-yl)methanone